CCCCCCCCCCCCCCCCCC(=O)OC[C@H](COP(=O)([O-])OCC[N+](C)(C)C)OC(=O)CCC/C=C\\C/C=C\\C/C=C\\C/C=C\\CCCCC The molecule is a phosphatidylcholine 38:4 in which the two acyl substituents at positions 1 and 2 are specified as stearoyl and arachidonoyl respectively. It has a role as a mouse metabolite. It is a phosphatidylcholine 38:4 and a 1-acyl-2-arachidonoyl-sn-glycero-3-phosphocholine. It derives from an octadecanoic acid.